5H-[1,3]dioxolo[4,5-f]isoindol-7-one O1COC=2C1=CC=1C(NCC1C2)=O